C(C)(C)(C)C1CCN(CC1)C(=O)NC=1C=NC(=C(C1)C=1N=NNN1)C1=CC(=C(C=C1)OC)OC 4-(tert-butyl)-N-(6-(3,4-dimethoxyphenyl)-5-(2H-tetrazol-5-yl)pyrid-3-yl)piperidine-1-carboxamide